C(C)(C)(C)OC([C@H](COC=1C=C2CN(N(C2=CC1)C)CC1(CN(C1)C(=O)OC(C)(C)C)O)ON1C(C2=CC=CC=C2C1=O)=O)=O (S)-5-(3-(tert-butoxy)-2-((1,3-dioxoisoindolin-2-yl)oxy)-3-oxopropanOxy)-2-((1-(tert-butoxy-carbonyl)-3-hydroxyazetidin-3-yl)methyl)-1-methyl-2H-indazol